CN1N=C(N=C1)CNC(=O)C=1C2=C(SC1C1=C(C(=O)N)C=CC=N1)CCCC2 (3-(((1-methyl-1H-1,2,4-triazol-3-yl)methyl)carbamoyl)-4,5,6,7-tetrahydrobenzo[b]thiophen-2-yl)nicotinamide